CC(=CC=O)C 3-methyl-2-Butenal